ClC=1C2=CN(N=C2C=CC1SC1=CN=C(N(C1=O)C)N1CCC2(CCC[C@H]2N[S@](=O)C(C)(C)C)CC1)C (R)-N-((R)-8-(5-((4-chloro-2-methyl-2H-indazole-5-yl)thio)-1-methyl-6-oxo-1,6-dihydropyrimidin-2-yl)-8-azaspiro[4.5]decan-1-yl)-2-methylpropane-2-sulfinamide